ClC=1C=C(C=CC1)S(=O)(=O)N1CC2=C(C(CC1)(C)C)C=CC(=C2)N2CCC(CC2)N2CCOCC2 4-(1-(2-((3-chlorophenyl)sulfonyl)-5,5-dimethyl-2,3,4,5-tetrahydro-1H-benzo[c]azepin-8-yl)piperidin-4-yl)morpholine